4,8-dimethyl-1,2,3,5-tetrahydro-s-indacene CC1=C2CCCC2=C(C=2C=CCC12)C